(1R,2R)-1-((2R,3R,4S,6S)-4-acetoxy-6-(methoxycarbonyl)-3-((2-nitrophenyl)sulfonamido)-6-(p-tolylthio)tetrahydro-2H-pyran-2-yl)-3-azidopropane-1,2-diyl diacetate C(C)(=O)O[C@H]([C@@H](CN=[N+]=[N-])OC(C)=O)[C@@H]1O[C@@](C[C@@H]([C@H]1NS(=O)(=O)C1=C(C=CC=C1)[N+](=O)[O-])OC(C)=O)(SC1=CC=C(C=C1)C)C(=O)OC